O1[C@@H](COCC1)CNC(=O)C1=C(C2=C(CC3(C4=CN(N=C24)CC=2C=NC(=CC2)C)CC3)O1)C(F)(F)F N-{[(2R)-1,4-dioxan-2-yl]methyl}-2'-[(6-methylpyridin-3-yl)methyl]-8'-(trifluoromethyl)-2',5'-dihydrospiro[cyclopropane-1,4'-furo[2,3-g]indazole]-7'-carboxamide